2,3,5-trimethylbenzaldehyde CC1=C(C=O)C=C(C=C1C)C